(R)-benzyl 2-(((benzyloxy)carbonyl)amino)-3-(3-(5-ethylisothiazol-4-yl)-5-fluorobenzamido)propanoate C(C1=CC=CC=C1)OC(=O)N[C@@H](C(=O)OCC1=CC=CC=C1)CNC(C1=CC(=CC(=C1)F)C=1C=NSC1CC)=O